F\C(\C(=O)OCC)=C/C=1SC(=NN1)C Ethyl (Z)-2-fluoro-3-(5-methyl-1,3,4-thiadiazol-2-yl)acrylate